FC=1C(=C(C=CC1F)[C@H]1[C@@H](O[C@]([C@H]1C)(C(F)(F)F)C)C1=CC(C(=C(N1)C)C#N)=O)OC 6-((2R,3S,4S,5R)-3-(3,4-Difluoro-2-methoxyphenyl)-4,5-dimethyl-5-(trifluoromethyl)tetrahydrofuran-2-yl)-2-methyl-4-oxo-1,4-dihydropyridine-3-carbonitrile